S(=O)(=O)(O)S(=O)[O-] sulfosulfinate